C(C)C1CC2C3C4C=CC(C3C1C2C)C4C 9-ethyl-11,12-dimethyl-tetracyclo[4.4.0.12,5.17,10]-3-dodecene